COC(=O)C12C3C4C1C5C2C3C45CO methyl (2R,3R,4S,5S)-4-(hydroxymethyl)cubane-1-carboxylate